FC1=CC2=C(C=CS2)C(=C1)N1CCN(CC1)CCC1=CC=C2CCC(N(C2=C1)COC(NC1CCCCC1)=O)=O (7-(2-(4-(6-fluorobenzothiophen-4-yl)piperazin-1-yl)ethyl)-2-oxo-3,4-dihydroquinoline-1(2H)-yl)methylcyclohexylcarbamate